methyl 2-((1R,3R,5S)-3-((5-cyclopropyl-3-(2,6-dichlorophenyl) isoxazol-4-yl) methoxy)-8-azabicyclo[3.2.1]oct-8-yl)-4-ethynylbenzo[d]thiazole-6-carboxylate C1(CC1)C1=C(C(=NO1)C1=C(C=CC=C1Cl)Cl)COC1C[C@H]2CC[C@@H](C1)N2C=2SC1=C(N2)C(=CC(=C1)C(=O)OC)C#C